(3S)-N-[5-[(2R)-2-(5-fluoro-2-methoxyphenyl)pyrrolidin-1-yl]pyrazolo[1,5-a]pyrimidin-3-yl]-3-hydroxypiperidine-1-carboxamide FC=1C=CC(=C(C1)[C@@H]1N(CCC1)C1=NC=2N(C=C1)N=CC2NC(=O)N2C[C@H](CCC2)O)OC